BrCC=C(C)C 1-Bromo-3-methylbut-2-ene